ClC1=CC=2C(=NN(N2)C2=C(C(=CC(=C2)C=C)C(C)(C)C)O)C=C1 2-(5-Chloro-2H-benzotriazol-2-yl)-6-(1,1-dimethylethyl)-4-ethenyl-phenol